iodo-1-pentene IC=CCCC